1-methyl-4-(prop-2-yn-1-yl)benzene CC1=CC=C(C=C1)CC#C